4-bromo-3-(3-((tert-butyldimethylsilyl)oxy)phenyl)-1-methyl-1H-pyrazole BrC=1C(=NN(C1)C)C1=CC(=CC=C1)O[Si](C)(C)C(C)(C)C